COC1=CC=C(C=N1)OC1CCN(CC1)C1=C(C=C(N=N1)C(=O)N1CC2=C(CC1)SN=C2C=2C=NC=CC2)C 5-[(6-{4-[(6-methoxypyridin-3-yl)oxy]piperidin-1-yl}-5-methylpyridazin-3-yl)carbonyl]-3-pyridin-3-yl-4,5,6,7-tetrahydroisothiazolo[4,5-c]pyridine